NCCC=1C=NC(=NC1)C1=C(C=C(C#N)C=C1)SC1=NC(=NC(=C1)N1CCOCC1)C 4-[5-(2-aminoethyl)pyrimidin-2-yl]-3-(2-methyl-6-morpholin-4-ylpyrimidin-4-yl)sulfanylbenzonitrile